N-[(S)-1-(3,4-dimethoxyphenyl)ethyl]-4-[(S)-5-methyl-1,4-diazepan-1-yl]-8-methoxy-6-methyl-1,7-diaza-3-naphthamide COC=1C=C(C=CC1OC)[C@H](C)NC(=O)C=1C=NC2=C(N=C(C=C2C1N1CCN[C@H](CC1)C)C)OC